N1(N=CC=C1)C1=CC=C(CN2C3=NC(=NC=C3NC2=O)C=2C(=NC=CC2)OCC)C=C1 9-(4-(1H-pyrazol-1-yl)benzyl)-2-(2-ethoxypyridin-3-yl)-7,9-dihydro-8H-purin-8-one